4-(2-(3-(((R)-3-((5-chloro-4-(1H-indol-3-yl)pyrimidine-2-yl)amino)pyrrolidin-1-yl)methyl)piperidin-1-yl)ethyl)piperidine-1-carboxylic acid tert-butyl ester C(C)(C)(C)OC(=O)N1CCC(CC1)CCN1CC(CCC1)CN1C[C@@H](CC1)NC1=NC=C(C(=N1)C1=CNC2=CC=CC=C12)Cl